NCCCNCCCO 3-[(3-aminopropyl)amino]-1-propanol